(1S,3S)-3-((2-methyl-6-(1-methyl-5-(2-(2-phenylacetylamino)ethyl)-1H-1,2,3-triazol-4-yl)pyridin-3-yl)oxy)cyclohexane-1-carboxylic acid CC1=NC(=CC=C1O[C@@H]1C[C@H](CCC1)C(=O)O)C=1N=NN(C1CCNC(CC1=CC=CC=C1)=O)C